CN(C1=CC=C(C=C1)C1=CC=C(C=C1)CN(C(=O)C1CCCCC1)C1=CC(=CC=C1)NCCN(C)C)C N-((4'-(Dimethylamino)-[1,1'-biphenyl]-4-yl)methyl)-N-(3-((2-(dimethylamino)ethyl)amino)phenyl)cyclohexanecarboxamide